C(C1=CC=CC=C1)SC1=CN=C(S1)CNC 1-(5-(benzylthio)thiazol-2-yl)-N,N-dimethylamine